1-(7-cyclopentylpyrazolo[1,5-a]pyrimidin-6-yl)-3-[1-[5-[4-[2-(2,6-dioxo-3-piperidyl)-1-oxo-isoindolin-5-yl]piperazin-1-yl]-5-oxo-pentyl]-3-(trifluoromethyl)pyrazol-4-yl]urea C1(CCCC1)C1=C(C=NC=2N1N=CC2)NC(=O)NC=2C(=NN(C2)CCCCC(=O)N2CCN(CC2)C=2C=C1CN(C(C1=CC2)=O)C2C(NC(CC2)=O)=O)C(F)(F)F